N-(1-(4-((4-(neopentyloxy)phenyl)amino)pyrido[3,2-d]pyrimidin-6-yl)azetidin-3-yl)acrylamide C(C(C)(C)C)OC1=CC=C(C=C1)NC=1C2=C(N=CN1)C=CC(=N2)N2CC(C2)NC(C=C)=O